OCN1C(=O)N(C(=O)N(C1=O)C(C(C)O)C)CO 1,3-bis(hydroxymethyl)-5-(2-hydroxy-1-methylpropyl)isocyanuric acid